2-(2,6-dioxopiperidin-3-yl)-5-(4-[[1-(5-[5H-pyrido[4,3-b]indol-7-yl]pyridin-2-yl)piperidin-4-yl]methyl]piperazin-1-yl)-2,3-dihydro-1H-isoindole-1,3-dione O=C1NC(CCC1N1C(C2=CC=C(C=C2C1=O)N1CCN(CC1)CC1CCN(CC1)C1=NC=C(C=C1)C=1C=CC=2C3=C(NC2C1)C=CN=C3)=O)=O